(R)-5-(2-(5-fluoro-2-methoxypyridin-3-yl)pyrrol-1-yl)pyrazolo[1,5-a]pyrimidin-2-amine FC=1C=C(C(=NC1)OC)C=1N(C=CC1)C1=NC=2N(C=C1)N=C(C2)N